(R)-N2-(2-(dimethylamino)ethyl)-N2-methyl-N4-(1-(3-nitro-5-(trifluoromethyl)phenyl)ethyl)-6-(pyrrolidin-1-yl)pyrido[3,4-d]pyrimidine-2,4-diamine CN(CCN(C=1N=C(C2=C(N1)C=NC(=C2)N2CCCC2)N[C@H](C)C2=CC(=CC(=C2)C(F)(F)F)[N+](=O)[O-])C)C